NC1=NC=NN2C1=C(C=C2C=2C=NN(C2)CC(=O)N(C)C)C2=CC(=C(C=C2)NC(OC(C)(C)C)=O)OC tert-Butyl (4-(4-amino-7-(1-(2-(dimethylamino)-2-oxoethyl)-1H-pyrazol-4-yl)pyrrolo[2,1-f][1,2,4]triazin-5-yl)-2-methoxyphenyl)carbamate